NC1=NC=NC=2C3=C(\C(\C(C12)(C)C)=N/OC[C@@H]1CN(C(O1)=O)C)C=C(C=C3)O[C@@H]3CC[C@@H](CC3)N (5S)-5-[[(Z)-[4-amino-8-(cis-4-aminocyclohexyloxy)-5,5-dimethyl-benzo[h]quinazolin-6-ylidene]amino]oxymethyl]-3-methyl-oxazolidin-2-one